C(CCCCCCC)C(CCCC)(O)O octyl-pentanediol